C1=CC=CC=2C3=CC=CC=C3C(C12)COC(=O)N[C@@H]1[C@@H](CCC1)CCC(=O)O 3-((1S,2S)-2-((((9H-fluoren-9-yl)methoxy)carbonyl)amino)cyclopentyl)propanoic acid